N-(4-hydroxy-3-(methylsulfonyl)phenyl)-1-(4-(trifluoromethyl)benzyl)-1H-imidazole-4-carboxamide OC1=C(C=C(C=C1)NC(=O)C=1N=CN(C1)CC1=CC=C(C=C1)C(F)(F)F)S(=O)(=O)C